4-[4-(6-chloro-5-fluoro-indolin-1-yl)quinazolin-6-yl]-6,7-dihydro-5H-cyclopenta[c]pyridin-7-ol ClC1=C(C=C2CCN(C2=C1)C1=NC=NC2=CC=C(C=C12)C=1C2=C(C=NC1)C(CC2)O)F